NCC=1C(NC(=CC1S(=O)(=O)C)C)=O 3-(aminomethyl)-6-methyl-4-(methylsulfonyl)-1,2-dihydropyridin-2-one